diethyl 6-(trifluoromethyl)pyridine-2,3-dicarboxylate FC(C1=CC=C(C(=N1)C(=O)OCC)C(=O)OCC)(F)F